FC=1C=C(C=CC1C(F)(F)F)C1=CN(C2=NC(=CC=C21)C(=O)N2C(CN(CC2)C2=NC(=C(C(=O)OC)C(=C2)C)C)(C)C)CC(C)C methyl 6-(4-(3-(3-fluoro-4-(trifluoromethyl)phenyl)-1-isobutyl-1H-pyrrolo[2,3-b]pyridine-6-carbonyl)-3,3-dimethylpiperazin-1-yl)-2,4-dimethylnicotinate